C(CCC)(=O)[O-].C(C)CC(CC(=O)[O-])=O.C(C)CC(CC(=O)[O-])=O.[Al+3] aluminum bis(ethylacetoacetate) mono-n-butyrate